C1(CCCC1)C1=C(C(=O)O)C=CC(=C1)C=1C=2C(N=CC1F)=CN(N2)C2=CC(=CC=C2)C(F)(F)F 2-Cyclopentyl-4-(6-fluoro-2-(3-(trifluoromethyl)phenyl)-2H-pyrazolo[4,3-b]pyridin-7-yl)benzoic acid